exo-4-(4-chlorobenzyl)-2-(3-(pyridin-4-yl)-1H-pyrazol-5-yl)-2-azabicyclo[3.1.0]-hexan-3-one ClC1=CC=C(CC2C(N(C3CC23)C2=CC(=NN2)C2=CC=NC=C2)=O)C=C1